3-(3-(4-(4-amino-3-(4-phenoxyphenyl)-1H-pyrazolo[3,4-d]pyrimidin-1-yl)piperidin-1-yl)-8-azabicyclo[3.2.1]oct-8-yl)azetidine-1-carboxylic acid tert-butyl ester C(C)(C)(C)OC(=O)N1CC(C1)N1C2CC(CC1CC2)N2CCC(CC2)N2N=C(C=1C2=NC=NC1N)C1=CC=C(C=C1)OC1=CC=CC=C1